FC=1C=C(C=NC1C=1N=NNC1)C(=O)N1CCN(CC1)C=1OC=2C(=NC(=CC2)C)N1 (5-fluoro-6-(1H-1,2,3-triazol-4-yl)pyridin-3-yl)(4-(5-methyloxazolo[4,5-b]pyridin-2-yl)piperazin-1-yl)methanone